phenyl 2-((tert-butoxycarbonyl) amino)-3-methylbutanoate C(C)(C)(C)OC(=O)NC(C(=O)OC1=CC=CC=C1)C(C)C